FC=1C=NC(=NC1)N1C(C(CC1)NC(OC(C)(C)C)=O)=O tert-Butyl (1-(5-fluoropyrimidin-2-yl)-2-oxopyrrolidin-3-yl)carbamate